1-Isopropoxy-3,5-bis(2,6-dimethoxy-3,5-bis(2-methylphenyl)phenyl)-2,6-bis(dicyclohexylphosphino)-benzene C(C)(C)OC1=C(C(=CC(=C1P(C1CCCCC1)C1CCCCC1)C1=C(C(=CC(=C1OC)C1=C(C=CC=C1)C)C1=C(C=CC=C1)C)OC)C1=C(C(=CC(=C1OC)C1=C(C=CC=C1)C)C1=C(C=CC=C1)C)OC)P(C1CCCCC1)C1CCCCC1